(E)-3-(4-{6-[2-(5-Fluoro-2,7-dimethyl-benzo[b]thiophen-3-yl)-ethylamino]-pyrimidin-4-yl}-phenyl)-acrylic acid FC1=CC2=C(SC(=C2CCNC2=CC(=NC=N2)C2=CC=C(C=C2)/C=C/C(=O)O)C)C(=C1)C